3-ethyl-1-(2-hydroxy-3-sulfopropyl)pyridinium C(C)C=1C=[N+](C=CC1)CC(CS(=O)(=O)O)O